N-(6-(difluoromethyl)-2-methyl-2H-indazol-5-yl)-1,1-diphenylmethanimine FC(C=1C(=CC2=CN(N=C2C1)C)N=C(C1=CC=CC=C1)C1=CC=CC=C1)F